di-sodium malonate C(CC(=O)[O-])(=O)[O-].[Na+].[Na+]